5-(2-(((3R,4S)-1-((1H-imidazol-4-yl)sulfonyl)-3-methylpiperidin-4-yl)amino)-5-(trifluoromethyl)pyrimidin-4-yl)thiophene-3-carboxamide N1C=NC(=C1)S(=O)(=O)N1C[C@H]([C@H](CC1)NC1=NC=C(C(=N1)C1=CC(=CS1)C(=O)N)C(F)(F)F)C